FC(S(=O)(=O)OC1=NC=2C3(CC(CC2C=C1)NC(OCC1=CC=CC=C1)=O)CC3)(F)F benzyl N-[2'-(trifluoromethanesulfonyloxy)-6',7'-dihydro-5'H-spiro[cyclopropane-1,8'-quinolin]-6'-yl]carbamate